2,4-dioctylmethylthio-6-methylphenol C(CCCCCCC)C1=C(C(=CC(=C1SC)CCCCCCCC)C)O